dichloro-2-octyl-4-isothiazolin ClC1(N(SC=C1)CCCCCCCC)Cl